C12CCCC(CCC1)N2N=NN2C1CCCC2CCC1 1,2-di(9-azabicyclo[3.3.1]nonane-9-yl)diazene